ClC=1C=C(C=NC1)C1=CC(=CC=2N(N=NC21)C/C(=C/CN)/F)C(F)(F)F (Z)-4-(4-(5-chloropyridin-3-yl)-6-(trifluoromethyl)-1H-benzo[d][1,2,3]triazol-1-yl)-3-Fluorobut-2-en-1-amine